ClC[GeH]([Cl+]C)Cl Chloromethylmethyldichlorgermanium